ClC=1C(=NC=CC1)N1N=C(CC1C(=O)OCC)OS(=O)(=O)C1=CC=C(C)C=C1 ethyl 1-(3-chloropyridin-2-yl)-3-(tosyloxy)-4,5-dihydro-1H-pyrazole-5-carboxylate